3-(4-chlorophenyl)-3-(3,4-dimethoxyphenyl)-1-morpholin-4-ylprop-2-en-1-one ClC1=CC=C(C=C1)C(=CC(=O)N1CCOCC1)C1=CC(=C(C=C1)OC)OC